FC1(CN(CC1)CC1=CC(=C2CN(C(C2=C1)=O)C1=CC(=CC=C1)C1(COC1)CC1=NN=CN1C)C(F)(F)F)F 6-((3,3-difluoropyrrolidin-1-yl)methyl)-2-(3-(3-((4-methyl-4H-1,2,4-triazol-3-yl)methyl)oxetan-3-yl)phenyl)-4-(trifluoromethyl)isoindolin-1-one